N-(4-cyclopentyl-1-oxophthalazin-2(1H)-yl)-2-(3,5-difluorophenyl)acetamide C1(CCCC1)C1=NN(C(C2=CC=CC=C12)=O)NC(CC1=CC(=CC(=C1)F)F)=O